tert-butyl (S)-5-ethyl-1,2,3-oxathiazolidine-3-carboxylate 2,2-dioxide C(C)[C@H]1CN(S(O1)(=O)=O)C(=O)OC(C)(C)C